6,7,7-Trideuterio-5H-cyclopenta[f][1,3]benzodioxol-6-amine hydrochloride Cl.[2H]C1(C(C=2C(=CC3=C(OCO3)C2)C1)([2H])[2H])N